F\C(\C(=O)OCC)=C/C=1OC=CN1 ethyl (Z)-2-fluoro-3-(oxazol-2-yl)acrylate